CN1C(=NN=C1)C(C1CC(C1)C#N)C1=CC(=CC=C1)N1C(C2=CC(=CC(=C2C1)C(F)(F)F)CNC1(CCC1)C)=O 3-((4-methyl-4H-1,2,4-triazol-3-yl)(3-(6-(((1-methylcyclobutyl)amino)methyl)-1-oxo-4-(trifluoromethyl)isoindolin-2-yl)phenyl)methyl)cyclobutane-1-carbonitrile